ClC1=CC=C(C(=N1)S(=O)(=O)N)O[C@H](C)C=1C=C(C=C2C(C(=C(OC12)C1=CC=NN1)C)=O)C 6-Chloro-3-[(1R)-1-[3,6-dimethyl-4-oxo-2-(1H-pyrazol-5-yl)chromen-8-yl]ethoxy]pyridine-2-sulfonamide